4-bromo-2-(((2S)-1-hydroxypropan-2-yl)oxy)benzonitrile BrC1=CC(=C(C#N)C=C1)O[C@H](CO)C